FCCOC1=CC=C(C=C1)[C@H](C1CCNCC1)C1=CC=C(C=C1)F |o1:10| (S or R)-4-[[4-(2-fluoroethoxy)phenyl]-(4-fluorophenyl)methyl]piperidine